5-(2-(2-(benzyloxy)ethoxy)ethoxy)-N-(3-methoxybenzyl)-N-(4-morpholinobenzyl)pyridin-2-amine C(C1=CC=CC=C1)OCCOCCOC=1C=CC(=NC1)N(CC1=CC=C(C=C1)N1CCOCC1)CC1=CC(=CC=C1)OC